((S)-3,3,3-trifluoro-2-hydroxypropyl)-1,3-dihydro-2H-imidazol-2-one FC([C@H](CN1C(NC=C1)=O)O)(F)F